C(C)(=O)[O-].C(C)(=O)[O-].[Pd+2].C(CCCC)P(C(C)(C)C)C(C)(C)C n-pentyldi-tert-butylphosphine palladium diacetate